C(C)OC(CCC(=O)C1=C(C(=CC(=N1)C1=CC=NC=C1)Br)O)=O 4-(4-Bromo-5-hydroxy-[2,4']bipyridinyl-6-yl)-4-oxo-butyric acid ethyl ester